[2-(6-chloro-7-methyl-benzofuran-3-yl)-1-[(2-methylsulfanylacetyl)amino]ethyl]boronic acid ClC1=C(C2=C(C(=CO2)CC(NC(CSC)=O)B(O)O)C=C1)C